4-(2,2-bis(2-hydroxyphenyl)ethyl)-1-methylpyridine bromide [Br-].OC1=C(C=CC=C1)C(CC1=CCN(C=C1)C)C1=C(C=CC=C1)O